C(C)N1N=C2N=C(C=NC2=C1)N[C@@H](C)C=1C=C(C=CC1)NC(CC1=NC=CC=C1)=O (S)-N-(3-(1-((2-ethyl-2H-pyrazolo[3,4-b]pyrazin-6-yl)amino)ethyl)phenyl)-2-(pyridin-2-yl)acetamide